CN1C(N(C2=C1C=C(C=C2)C=C)C2C(NC(CC2)=O)=O)=O 3-(3-Methyl-2-oxo-5-vinyl-2,3-dihydro-1H-benzo[d]imidazol-1-yl)piperidine-2,6-dione